((6-(6-ethyl-2-((4-(9-methyl-3,9-diazaspiro[5.5]undecan-3-yl)phenyl)amino)-7H-pyrrolo[2,3-d]pyrimidin-7-yl)pyridin-2-yl)imino)dimethyl-λ6-sulfanone C(C)C1=CC2=C(N=C(N=C2)NC2=CC=C(C=C2)N2CCC3(CC2)CCN(CC3)C)N1C1=CC=CC(=N1)N=S(=O)(C)C